CC1=CC(=CC2=C1N=C(S2)NC(=O)C2CCN(CC2)S(=O)(=O)C2=NC=C(C=N2)F)C N-(4,6-dimethylbenzo[d]thiazol-2-yl)-1-((5-fluoropyrimidin-2-yl)sulfonyl)piperidine-4-carboxamide